N(=[N+]=[N-])CC1=CC=C(C(=O)O)C=C1 4-(azidomethyl)benzoic acid